6-(6-(difluoromethyl)pyridin-3-yl)-4,6-diazaspiro[2.4]heptane-5,7-dione FC(C1=CC=C(C=N1)N1C(NC2(CC2)C1=O)=O)F